((1R,3R,4R,5S)-5-Cyclopropoxy-3-ethynyl-2-azabicyclo[2.2.1]heptan-2-yl)(1-fluorocyclopropyl)methanone Ethyl-5-amino-6-(7-fluoro-1H-indazole-4-carbonyl)pyridine-3-carboxylate C(C)OC(=O)C=1C=NC(=C(C1)N)C(=O)C=1C=2C=NNC2C(=CC1)F.C1(CC1)O[C@@H]1[C@H]2[C@@H](N([C@@H](C1)C2)C(=O)C2(CC2)F)C#C